methyl (2S)-2-{[(benzyloxy)carbonyl]amino}-4-[(1-methylpiperidin-4-yl)amino]butanoate C(C1=CC=CC=C1)OC(=O)N[C@H](C(=O)OC)CCNC1CCN(CC1)C